FC1CC(N(C1)C(CN1CCC(CC1)NC1=C2C=CC=NC2=CC(=C1)OC)=O)C#N 4-fluoro-1-(2-(4-((7-methoxyquinolin-5-yl)amino)piperidin-1-yl)acetyl)pyrrolidine-2-carbonitrile